C(C)(C)(C)OC(=O)N(C1=NN2C(C=C(C=C2)B(O)O)=N1)C(=O)OC(C)(C)C (2-(bis(tert-butoxycarbonyl)amino)-[1,2,4]triazolo[1,5-a]pyridin-7-yl)boronic acid